ClC=1C=C(C=CC1)S(=O)(=O)NC=1C(=NC=C(C1)C1=CC=2C3=C(C=NC2C=C1)N(C(C31CC1)=O)C)OC 3-Chloro-N-(2-methoxy-5-(3'-methyl-2'-oxo-2',3'-dihydrospiro[cyclopropane-1,1'-pyrrolo[2,3-c]quinolin]-8'-yl)pyridin-3-yl)benzenesulfonamide